2-(N-((2'-(1H-tetrazol-5-yl)-[1,1'-biphenyl]-4-yl)methyl)pentanamido)-2-azido-3-methylbutanoic acid N1N=NN=C1C1=C(C=CC=C1)C1=CC=C(C=C1)CN(C(CCCC)=O)C(C(=O)O)(C(C)C)N=[N+]=[N-]